Ethyl 2-[4-[2-[4-[3-[[5-(5-methylpyrido[4,3-b]indol-7-yl)-2-pyridyl]oxy]cyclobutoxy]-1-piperidyl]ethyl]piperazin-1-yl]acetate CN1C2=C(C=3C=CC(=CC13)C=1C=CC(=NC1)OC1CC(C1)OC1CCN(CC1)CCN1CCN(CC1)CC(=O)OCC)C=NC=C2